(R)-3-(5H-imidazo[5,1-a]isoindol-5-yl)thietane-3-ol C=1N=CN2C1C1=CC=CC=C1[C@@H]2C2(CSC2)O